F[C@H]1CN(CC1)C=1C=C(CN2CCN(CC2)C(=O)N2N=C(C=C2)NS(=O)(=O)C)C=CC1C(F)(F)F (R)-N-(1-(4-(3-(3-Fluoropyrrolidin-1-yl)-4-(trifluoromethyl)benzyl)piperazine-1-carbonyl)-1H-pyrazol-3-yl)methanesulfonamide